C(C)(C)(C)OC(=O)NNCC1=CC2=NC=CC(=C2S1)C=1C=C(C=C2CCCN(C12)C1CN(C1)C(=O)OC(C)(C)C)Cl tert-butyl 3-[8-[2-[(2-tert-butoxycarbonylhydrazino)methyl]thieno[3,2-b]pyridin-7-yl]-6-chloro-3,4-dihydro-2H-quinolin-1-yl]azetidine-1-carboxylate